2-(3,4-difluorophenyl)-N-(1-(4-(2,6-dioxopiperidin-3-yl)-3,5-difluorophenyl)azetidin-3-yl)acetamide FC=1C=C(C=CC1F)CC(=O)NC1CN(C1)C1=CC(=C(C(=C1)F)C1C(NC(CC1)=O)=O)F